7-(3-(1,5-dimethyl-1H-pyrazol-4-yl)-7,8-dihydro-1,6-naphthyridin-6(5H)-yl)-2,8,9-trimethyl-4H-pyrimido[1,2-b]pyridazin-4-one CN1N=CC(=C1C)C=1C=NC=2CCN(CC2C1)C=1C(=C(C=2N(N1)C(C=C(N2)C)=O)C)C